5-oxohexannitrile O=C(CCCC#N)C